BrC=1C=C2C(=NC1)C=NN2CC=2C=NC(=CC2)F 6-bromo-1-((6-fluoropyridin-3-yl)methyl)-1H-pyrazolo[4,3-b]pyridine